(2S,3S,4R)-2-((3-chloro-2,4-difluorophenyl)carbamoyl)-3,4-dihydroxypyrrolidine-1-carboxylic acid tert-butyl ester C(C)(C)(C)OC(=O)N1[C@@H]([C@@H]([C@@H](C1)O)O)C(NC1=C(C(=C(C=C1)F)Cl)F)=O